4-(propylamino)-1-(4-(5-(trifluoromethyl)pyrimidin-2-yl)piperazin-1-yl)butan-1-one C(CC)NCCCC(=O)N1CCN(CC1)C1=NC=C(C=N1)C(F)(F)F